BrC1=C(C(=CC=C1)C(=C)F)OC 1-Bromo-3-(1-fluorovinyl)-2-methoxybenzene